2-(1-(7-Chloro-4-(1H-imidazol-1-yl)quinolin-2-yl)piperidin-3-yl)acetic acid ClC1=CC=C2C(=CC(=NC2=C1)N1CC(CCC1)CC(=O)O)N1C=NC=C1